(2,6-Dioxopiperidin-3-yl)-5,6-Difluoroisoindoline-1,3-dione O=C1NC(CCC1N1C(C2=CC(=C(C=C2C1=O)F)F)=O)=O